(2S,3R,4R,5R)-4-fluoro-3-[(4-methoxyphenyl)diphenyl-methoxy]-5-(5-methyl-2,4-dioxo-3H-pyrimidin-1-yl)oxolane-2-carbaldehyde F[C@@H]1[C@@H]([C@H](O[C@H]1N1C(NC(C(=C1)C)=O)=O)C=O)OC(C1=CC=CC=C1)(C1=CC=CC=C1)C1=CC=C(C=C1)OC